BrC=1C=C2C(=NC1N1CC=3C=C(C=NC3CC1)C(F)(F)F)CN(C2=O)[C@H](COC)C (S)-3-bromo-6-(1-methoxypropan-2-yl)-2-(3-(trifluoromethyl)-7,8-dihydro-1,6-naphthyridin-6(5H)-yl)-6,7-dihydro-5H-pyrrolo[3,4-b]pyridin-5-one